C1(CC1)C=1N(C(=NN1)SC(C(=O)NC1=C(C2=C(S1)CCC2)C(=O)N)C)C2=CC=CC=C2 2-(2-((5-cyclopropyl-4-phenyl-4H-1,2,4-triazol-3-yl)thio)propanamido)-5,6-dihydro-4H-cyclopenta[b]thiophene-3-carboxamide